C1(=CC=C(C=C1)S(=O)(=O)OC1=CC=C(C=C1)C)C1=CC=CC=C1 p-Tolyl [1,1'-biphenyl]-4-sulfonate